N-[(2S)-2-hydroxy-2-(3-pyridyl)ethyl]-N-propyl-2-[6-(trifluoromethyl)pyridazin-3-yl]acetamide O[C@H](CN(C(CC=1N=NC(=CC1)C(F)(F)F)=O)CCC)C=1C=NC=CC1